SC1=CC(=C(C(=C1)CCC)O)CCC 4-mercapto-2,6-di-n-propylphenol